(S)-METHYL 2'-CHLORO-4,5,7',8'-TETRAHYDRO-2H,6'H-SPIRO[BENZO[B][1,4]OXAZEPINE-3,5'-QUINOLINE]-7-CARBOXYLATE ClC1=NC=2CCC[C@]3(C2C=C1)CNC1=C(OC3)C=CC(=C1)C(=O)OC